tert-butyl 3-[5-fluoro-6-[2-fluoro-3-(trifluoromethylsulfonyloxy)-1-naphthyl]-3,4-dimethyl-2,7-naphthyridin-1-yl]-3,8-diazabicyclo[3.2.1]octane-8-carboxylate FC1=C2C(=C(N=C(C2=CN=C1C1=C(C(=CC2=CC=CC=C12)OS(=O)(=O)C(F)(F)F)F)N1CC2CCC(C1)N2C(=O)OC(C)(C)C)C)C